N-(4-((2-(2-oxabicyclo[2.1.1]hex-4-yl)-6-methylpyrimidin-4-yl)amino)-5-(5-ethyl-4,5,6,7-tetrahydropyrazolo[1,5-a]pyrazin-2-yl)pyridin-2-yl)acetamide C12OCC(C1)(C2)C2=NC(=CC(=N2)NC2=CC(=NC=C2C2=NN1C(CN(CC1)CC)=C2)NC(C)=O)C